5-oxouridine O=C1C(NC(N([C@H]2[C@H](O)[C@H](O)[C@@H](CO)O2)C1)=O)=O